tert-butyl 4-((4-(4-(tert-butoxycarbonyl) piperazin-1-yl)-2-(methylthio)-6,7-dihydropyrido[2,3-d]pyrimidin-8(5H)-yl) methyl)-5-chloro-6-fluoro-1H-indazole-1-carboxylate C(C)(C)(C)OC(=O)N1CCN(CC1)C=1C2=C(N=C(N1)SC)N(CCC2)CC2=C1C=NN(C1=CC(=C2Cl)F)C(=O)OC(C)(C)C